N-((2-(6-(3-(2,2-difluoroethyl)piperazin-1-yl)pyridin-2-yl)-1,6-naphthyridin-7-yl)methyl)-4-methyl-3-(methylsulfonyl)benzamide FC(CC1CN(CCN1)C1=CC=CC(=N1)C1=NC2=CC(=NC=C2C=C1)CNC(C1=CC(=C(C=C1)C)S(=O)(=O)C)=O)F